FC1(CCC(CC1)C1=NC=CC(=N1)NC(C1=C(C=C(C=C1)NS(=O)(=O)CCO)N1C[C@@H]2C[C@@]2(CC1)C(F)F)=O)F N-(2-(4,4-difluorocyclohexyl)pyrimidin-4-yl)-2-((1R,6S)-6-(difluoromethyl)-3-azabicyclo[4.1.0]heptan-3-yl)-4-((2-hydroxyethyl)sulfonamido)benzamide